5-((4-methylpiperazin-1-yl)methyl)pyrimidin CN1CCN(CC1)CC=1C=NC=NC1